(6S,7S)-7-(bicyclo[4.2.0]oct-1(6),2,4-trien-3-yl)-6-fluoro-3-(tetrahydro-2H-pyran-4-yl)-5,6,7,8-tetrahydropyrido[2,3-d]pyrimidine-2,4(1H,3H)-dione C1=2C=C(C=CC2CC1)[C@H]1[C@H](CC2=C(NC(N(C2=O)C2CCOCC2)=O)N1)F